3,10-dioxo-1-phenyl-2-oxa-4,9,11-triazatetradecane-8,12,14-tricarboxylate O=C(OCC1=CC=CC=C1)NCCCC(NC(NC(CCC(=O)[O-])C(=O)[O-])=O)C(=O)[O-]